C(#N)C1CCC(CC1)CNC(OC(C)(C)C)=O tert-butyl (4-cyanocyclohexyl)methylcarbamate